1-(6-((5-chloro-4-(1-(methylsulfonyl)-1H-pyrazol-4-yl)pyrimidin-2-yl)amino)-2H-indazol-2-yl)-2-methylpropan-2-ol ClC=1C(=NC(=NC1)NC=1C=CC2=CN(N=C2C1)CC(C)(O)C)C=1C=NN(C1)S(=O)(=O)C